FC1(CC(NCC1)C1=C(CN2C(NC(C=3NC=NC23)=O)=S)C=CC=C1)F 3-(2-(4,4-Difluoropiperidin-2-yl)benzyl)-2-thioxo-1,2,3,7-tetrahydro-6H-purin-6-one